FC1(CN(C1)C(=O)C1(CCOCC1)C1=C(C2=C(NC(=N2)[C@@H](NC=2N=NC(=CC2)C(F)F)C2CCC(CC2)(F)F)C=C1)F)F (3,3-Difluoroazetidin-1-yl)(4-{2-[(S)-(4,4-difluorocyclohexyl){[6-(difluoromethyl)-pyridazin-3-yl]amino}methyl]-4-fluoro-1H-benzimidazol-5-yl}tetrahydropyran-4-yl)-methanone